N-(3-((1s,3s)-3-(cyanomethyl)-1-(4-methyl-4H-1,2,4-triazol-3-yl)cyclobutyl)phenyl)-3,3-dimethyl-7-((propylamino)methyl)-2,3-dihydrofuro[3,2-b]pyridine-5-carboxamide C(#N)CC1CC(C1)(C1=NN=CN1C)C=1C=C(C=CC1)NC(=O)C1=CC(=C2C(=N1)C(CO2)(C)C)CNCCC